C(CCC)C1=CC=C(C=N1)NC1=CC=C(CNC(=O)C2CNC(C2)=O)C=C1 N-(4-((6-butylpyridin-3-yl)amino)benzyl)-5-oxopyrrolidine-3-carboxamide